(2,2,2-trifluoroethan-1-one-1-yl)benzo[h]quinoline FC(C(=O)C1=NC2=C3C(=CC=C2C=C1)C=CC=C3)(F)F